6-(3-(2-(1-(6-methoxypyridazin-4-yl)cyclobutoxy)acetyl)-3,8-diazabicyclo[3.2.1]octan-8-yl)nicotinonitrile COC1=CC(=CN=N1)C1(CCC1)OCC(=O)N1CC2CCC(C1)N2C2=NC=C(C#N)C=C2